(6-chloro-3-methyl-2,4-dioxo-3,4-dihydro-2H-pyrimidin-1-yl-methyl)-4-fluorobenzonitrile ClC1=CC(N(C(N1CC1=C(C#N)C=CC(=C1)F)=O)C)=O